6-[[6-(trifluoromethyl)-3-pyridinyl]methyl]-2-azaspiro[3.3]heptane-2-carboxylic acid tert-butyl ester C(C)(C)(C)OC(=O)N1CC2(C1)CC(C2)CC=2C=NC(=CC2)C(F)(F)F